C[C@@H](CCCN1C(C2=CC=C(C=C2C=C1)N1N=CC(=C1)C(F)(F)F)=O)NC(OC(C)(C)C)=O tert-butyl N-[(1S)-1-methyl-4-[1-oxo-6-[4-(trifluoromethyl)pyrazol-1-yl]-2-isoquinolyl]butyl]carbamate